C1(=CC(=CC=C1)O)C1=CC=C(C=C1)O [1,1'-biphenyl]-3,4'-diol